OCCC(CNC1=CC=C(C=N1)N1C(C=CC2=CC=CN=C12)=O)CNC=1N=NC(=CN1)C (6-((4-Hydroxy-2-(((6-methyl-1,2,4-triazin-3-yl)amino)methyl)butyl)amino)pyridin-3-yl)-1,8-naphthyridin-2(1H)-one